(1R,2S)-2-[4-[6-[3-[3-(methoxymethyl)phenyl]-1H-pyrazol-4-yl]-1,5-naphthyridin-3-yl]pyrazol-1-yl]cyclohexanamine COCC=1C=C(C=CC1)C1=NNC=C1C=1N=C2C=C(C=NC2=CC1)C=1C=NN(C1)[C@@H]1[C@@H](CCCC1)N